N[C@H]1CN(CCC1)C(=O)C1=CC2=C(N(C(=N2)C2=CC=3C(=NC(=CC3)[C@@H](C)NC(C3=CC=CC=C3)=O)N2CC2CC2)C2CC2)C(=C1)OC N-((R)-1-(2-(5-((R)-3-aminopiperidine-1-carbonyl)-1-cyclopropyl-7-methoxy-1H-benzo[d]imidazol-2-yl)-1-(cyclopropylmethyl)-1H-pyrrolo[2,3-b]pyridin-6-yl)ethyl)benzamide